Methylenetetrahydrofolic acid C1C2CN(CN2C3=C(N1)N=C(NC3=O)N)C4=CC=C(C=C4)C(=O)N[C@@H](CCC(=O)O)C(=O)O